C(CCCCCCCCCCCCCCCCCCCCCCCCCCC)(=O)OCCCCCCCCCCCCCCCCCCCCCCCCCCCCCCCCCC tetratriacontan-1-yl montanate